BrC=1C(=NC(=NC1)NC1=C(C=C(C(=C1)C1CC1)N1CCC(CC1)N1CCNCC1)OC)NC=1C(=C2N=CC=NC2=CC1)NS(=O)(=O)C N-(6-{[5-bromo-2-({5-cyclopropyl-2-methoxy-4-[4-(piperazin-1-yl)piperidin-1-yl]phenyl}amino)pyrimidin-4-yl]amino}quinoxalin-5-yl)methanesulfonamide